C(#N)C=1C=C(C=NC1)S(=O)(=O)N([C@H](C(F)(F)F)C1=CC(=C(C=C1)F)OC)CC (S)-5-cyano-N-ethyl-N-(2,2,2-trifluoro-1-(4-fluoro-3-methoxyphenyl)ethyl)pyridine-3-sulfonamide